BrC=1C=CC(=NC1)COC1=NN=C(S1)NC(C1=CN=CC=C1C1=C(C=CC=C1)OC)=O N-(5-((5-bromopyridin-2-yl)methoxy)-1,3,4-thiadiazol-2-yl)-4-(2-methoxy-phenyl)nicotinamide